6-chloro-2-((4-(difluoromethoxy)phenyl)amino)-3-cyanopyridine ClC1=CC=C(C(=N1)NC1=CC=C(C=C1)OC(F)F)C#N